8-(2-hydroxypropyl)-3-(6-methoxy-5-(1H-pyrazol-4-yl)pyridin-2-yl)-1-(3-methoxybenzyl)-1,3,8-triazaspiro[4.5]decan-2-one OC(CN1CCC2(CN(C(N2CC2=CC(=CC=C2)OC)=O)C2=NC(=C(C=C2)C=2C=NNC2)OC)CC1)C